(R)-8-chloro-4-(4,4-diethyl-2-imino-6-oxotetrahydropyrimidin-1(2H)-yl)-N-((3R,4S)-3-hydroxy-2,2-dimethylchroman-4-yl)chromane-6-carboxamide ClC=1C=C(C=C2[C@@H](CCOC12)N1C(NC(CC1=O)(CC)CC)=N)C(=O)N[C@@H]1[C@H](C(OC2=CC=CC=C12)(C)C)O